2-(2,6-dioxopiperidin-3-yl)-5-(4-(2-(1-(1-(4-fluoro-5-methylpyridin-2-yl)-1H-pyrrolo[2,3-c]pyridin-5-yl)piperidin-4-yl)ethyl)piperazin-1-yl)isoindoline-1,3-dione O=C1NC(CCC1N1C(C2=CC=C(C=C2C1=O)N1CCN(CC1)CCC1CCN(CC1)C=1C=C2C(=CN1)N(C=C2)C2=NC=C(C(=C2)F)C)=O)=O